CS(=O)(=O)CCN1N=C2C=CC(=CC2=C1)B1OC(C(O1)(C)C)(C)C 2-(2-(methylsulfonyl)ethyl)-5-(4,4,5,5-tetramethyl-1,3,2-dioxaborolane-2-yl)-2H-Indazole